CS(=O)(=O)C1=CC(=C(OCC#CC=2N(C3=CC=CC(=C3C2)NC2CCC(CC2)N(C)C)CC(F)(F)F)C=C1)NC (1S,4S)-N4-(2-{3-[4-methanesulfonyl-2-(methylamino)phenoxy]prop-1-yn-1-yl}-1-(2,2,2-trifluoroethyl)-1H-indol-4-yl)-N1,N1-dimethylcyclohexane-1,4-diamine